(R)-(5-chlorothien-3-yl)(3-(3-cyclopropyl-1,2,4-thiadiazol-5-yl)-8-methyl-5,6-dihydro-[1,2,4]triazolo[4,3-a]pyrazin-7(8H)-yl)methanone ClC1=CC(=CS1)C(=O)N1[C@@H](C=2N(CC1)C(=NN2)C2=NC(=NS2)C2CC2)C